O[C@H](C)C1=C(C(=O)N)C=CC(=C1)C ((R)-1-hydroxyethyl)-4-methylbenzamide